C12CC(CC(CC1)N2)OC=2C=CC=1N=CN=C(C1N2)NC2=CC(=C(C=C2)OC2=CC=1N(C=C2)N=CN1)C 6-((exo-8-Azabicyclo[3.2.1]octan-3-yl)oxy)-N-(4-([1,2,4]triazolo[1,5-a]pyridin-7-yloxy)-3-methylphenyl)pyrido[3,2-d]pyrimidin-4-amine